ClC1=C(C=C(C=C1)F)CC#N 2-(2-chloro-5-fluoro-phenyl)acetonitrile